CC1(O[C@H]2[C@@H]([C@@H](O[C@]2(O1)CO)CN=[N+]=[N-])O)C 6-Azido-6-deoxy-2,3-O-isopropylidene-α-L-sorbofuranose